2-(2-methoxy-2',4',6'-trimethyl-[1,1'-biphenyl]-3-yl)-2-methylpropanal COC1=C(C=CC=C1C(C=O)(C)C)C1=C(C=C(C=C1C)C)C